3-(methylsulfonyl)propenamide CS(=O)(=O)C=CC(=O)N